Anthracene-9,10-dicarboxylic acid dibromide C1=CC=CC2=C(C3=CC=CC=C3C(=C12)C(=O)Br)C(=O)Br